(3-(5-(3-(4-(1H-Tetrazol-5-yl)butyl)benzyl)-4H-1,2,4-triazol-3-yl)phenoxy)-1H-indoleTriethylamine hydrochloride Cl.N1N=NN=C1CCCCC=1C=C(CC=2NC(=NN2)C=2C=C(ON3C(=C(C=4C(=CC=CC34)CCN)CCN)CCN)C=CC2)C=CC1